[I-].C(C)N(C(=O)[C@H]1C[N+]([C@@H]2CN3C4=C(C2=C1)C=CC=C4C=C3)(C)C)CC (7as,10r)-10-(diethylcarbamoyl)-8,8-dimethyl-7a,8,9,10-tetrahydro-7H-indolo[7,1-fg][1,7]naphthyridine-8-ium iodide